4-[[3-[4-[2-(2-amino-3-pyridyl)-5-phenyl-imidazo[4,5-b]pyridin-3-yl]phenyl]azetidin-1-yl]methyl]benzoic acid NC1=NC=CC=C1C1=NC=2C(=NC(=CC2)C2=CC=CC=C2)N1C1=CC=C(C=C1)C1CN(C1)CC1=CC=C(C(=O)O)C=C1